(S)-3-((S)-2-amino-3-oxo-4-(trifluoromethoxy)butyl)piperidin-2-one hydrochloride Cl.N[C@@H](C[C@H]1C(NCCC1)=O)C(COC(F)(F)F)=O